C(C1=CC=CC=C1)OC1=C([N+](=CC=2C3=C(C=CC12)OCCO3)[O-])C(=O)OC 7-(benzyloxy)-8-(methoxycarbonyl)-2,3-dihydro-[1,4]dioxino[2,3-h]isoquinoline 9-oxide